4'-(5-methyl-1,2,4-oxadiazol-3-yl)-2'-(trifluoromethyl)-[1,1'-biphenyl]-4-formic acid CC1=NC(=NO1)C1=CC(=C(C=C1)C1=CC=C(C=C1)C(=O)O)C(F)(F)F